8-(3-methoxypyridin-4-yl)-6-fluoro-3,4-dihydrobenzo[e][1,2,3]oxathiazine 2,2-dioxide COC=1C=NC=CC1C1=CC(=CC=2CNS(OC21)(=O)=O)F